CCCCC/C=C\\C=C\\C(=O)C/C=C\\C/C=C\\CCCC(=O)SCCNC(=O)CCNC(=O)[C@@H](C(C)(C)COP(=O)(O)OP(=O)(O)OC[C@@H]1[C@H]([C@H]([C@@H](O1)N2C=NC3=C(N=CN=C32)N)O)OP(=O)(O)O)O The molecule is a 3-oxo-fatty acyl-CoA that results from the formal condensation of the thiol group of coenzyme A with the carboxy group of 11-oxo-ETE. It has a role as a human xenobiotic metabolite. It is a long-chain fatty acyl-CoA, an unsaturated fatty acyl-CoA, an oxo-fatty acyl-CoA and an enone. It derives from an 11-oxo-ETE. It is a conjugate acid of an 11-oxo-ETE-CoA(4-).